TERPINYL CINNAMATE CC1=CC[C@H](CC1)C(C)(C)OC(=O)/C=C/C2=CC=CC=C2